(2-butoxycyclohexyl-1-yl)methylamine C(CCC)OC1C(CCCC1)=NC